C1C(CC12CCNCC2)N2C=NC1=CC=C(C=C1C2=O)OC=2C(=C(C=CC2F)NS(=O)(=O)C2CC2)C#N N-[3-[3-(7-azaspiro[3.5]nonan-2-yl)-4-oxo-quinazolin-6-yl]oxy-2-cyano-4-fluoro-phenyl]cyclopropanesulfonamide